BrC1=C(C=C2C(NC(=NC2=C1Cl)C)=O)I 7-bromo-8-chloro-6-iodo-2-methyl-quinazolin-4(3H)-one